(S)-N-(3-(1-(furo[3,2-b]pyridin-6-ylamino)ethyl)phenyl)-5-methylnicotinamide O1C=CC2=NC=C(C=C21)N[C@@H](C)C=2C=C(C=CC2)NC(C2=CN=CC(=C2)C)=O